C(C(C)C)C=1C=C2C=3C=CC=CC3NC2=CC1 6-isobutyl-9H-carbazole